1-(2-(3-oxo-1-(4-(propan-2-ylidene)cyclohexyl)-1H-spiro[isoquinoline-4,4-piperidin]-2(3H)-yl)ethyl)guanidine O=C1N(C(C2=CC=CC=C2C12CCNCC2)C2CCC(CC2)=C(C)C)CCNC(=N)N